FC1=C2NC(C=3N(C2=C(C(=C1F)C1=C2C=NN(C2=CC=C1)S(=O)(=O)C)C)C(=NN3)C)(C)C 6,7-difluoro-1,4,4,9-tetramethyl-8-(1-methylsulfonyl-1H-indazol-4-yl)-5H-[1,2,4]triazolo[4,3-a]quinoxaline